dimethyl N,N-diisopropylphosphoramidite CC(C)N(C(C)C)P(OC)OC